C(C1=CC=CC=C1)O[C@H]1C[C@H](N(C1)C(=O)OC(C)(C)C)C(=O)OCC1=CC=CC=C1 (2S,4S)-2-Benzyl 1-tert-butyl 4-(benzyloxy)pyrrolidine-1,2-dicarboxylate